(2-fluoro-[1,1'-biphenyl]-4-yl)magnesium bromide FC1=C(C=CC(=C1)[Mg]Br)C1=CC=CC=C1